OCCN1CCN(CC1)CCNC=C1C(CC(CC1=O)C1=C2C(=NC=C1)NC=C2)=O 2-(((2-(4-(2-hydroxyethyl)piperazin-1-yl)ethyl)amino)methylene)-5-(1H-pyrrolo[2,3-b]pyridin-4-yl)cyclohexane-1,3-dione